(3R,5'S)-1'-((S)-2-(2-(tert-butyl)-4-oxo-2,6-dihydropyrrolo[3,4-c]pyrazol-5(4H)-yl)-3-cyclopropylpropionyl)-2-oxospiro[indole-3,3'-pyrrolidine]-5'-carbonitrile C(C)(C)(C)N1N=C2C(=C1)C(N(C2)[C@H](C(=O)N2C[C@]1(C[C@H]2C#N)C(NC2=CC=CC=C21)=O)CC2CC2)=O